C1=NC2=C(N1)C(=NC=N2)NO The molecule is a member of the class of 6-aminopurinnes that is adenine in which one of the exocyclic amino hydrogens is replaced by a hydroxy group. It has a role as a mutagen and a teratogenic agent. It is a member of 6-aminopurines, a nucleobase analogue and a member of hydroxylamines. It derives from an adenine.